C(C)(C)(C)OC(=O)N1C(CNCC1)C(=O)C1=CC=2C(=CN=C(C2)C2=NC=CC(=C2)C2=NOC(=N2)C(F)(F)F)N1C (1-methyl-5-(4-(5-(trifluoromethyl)-1,2,4-oxadiazol-3-yl)pyridin-2-yl)-1H-pyrrolo[2,3-c]pyridine-2-carbonyl)piperazine-1-carboxylic acid tert-butyl ester